C(C)N(C(CC1=CN(C2=CC=C(C=C12)OC)C(=O)OC(C)(C)C)=O)CC tert-Butyl 3-(2-(diethylamino)-2-oxoethyl)-5-methoxy-1H-indole-1-carboxylate